ClC1=CC=C(C=C1)C1=CC(=NN1)N 5-(4-Chlorophenyl)-1H-pyrazol-3-amine